1-(4-fluoro-7-nitroindol-1-yl)ethan-1-one FC1=C2C=CN(C2=C(C=C1)[N+](=O)[O-])C(C)=O